bis(8-oxo-8-(pentadecan-7-yloxy)octyl) 2-((((2-(dimethylamino)ethoxy)carbonyl)oxy)methyl)pentanedioate CN(CCOC(=O)OCC(C(=O)OCCCCCCCC(OC(CCCCCC)CCCCCCCC)=O)CCC(=O)OCCCCCCCC(OC(CCCCCC)CCCCCCCC)=O)C